CC=1C=C(NC2C3(CC4CC(CC2C4)C3)NC3=CC(=CC(=C3)C)C)C=C(C1)C bis(3,5-dimethylanilino)adamantane